1-[2-(imidazol-1-yl)ethyl]indole N1(C=NC=C1)CCN1C=CC2=CC=CC=C12